O1CCN(CC1)CCN1C(CCC2=CC=C(C=C12)C1=CC=C(C=C1)OC(F)(F)F)=O 1-(2-Morpholinoethyl)-7-(4-(trifluoromethoxy)phenyl)-3,4-dihydroquinolin-2(1H)-one